ClC1=C(C=CC(=C1)Cl)NC1=C(N=C2N1C=C(N=C2)N2CCOCC2)C=2C=CC=1N(C2)C(=NN1)CC N-(2,4-dichlorophenyl)-2-(3-ethyl-[1,2,4]triazolo[4,3-a]pyridin-6-yl)-6-morpholinylimidazo[1,2-a]pyrazin-3-amine